4-ethyl-2-methyloxazole-5-carboxylic acid C(C)C=1N=C(OC1C(=O)O)C